tertiary butyl-dimethyl-silane C(C)(C)(C)[SiH](C)C